BrC=1C=C2CCN(C2=CC1)CC=1C(=NC(=NC1)N)N 5-((5-bromoindolin-1-yl)methyl)pyrimidine-2,4-diamine